C(C1=CC=CC=C1)OC(=O)N1[C@@H](C(NCC1)=O)CC1=CN(C2=CC=CC=C12)C(=O)OC(C)(C)C tert-butyl 3-[[(2R)-1-benzyloxycarbonyl-3-oxo-piperazin-2-yl]methyl]indole-1-carboxylate